FC=1C=NC=2N(C1)C=C(N2)C=2C=CC(=C(N)C2)C 5-(6-fluoroimidazo[1,2-a]pyrimidin-2-yl)-2-methylaniline